O=C1N(CC2=CC=CC=C12)C1=CC=C(C=C1)C(C(=O)O)C 2-[4-(3-oxo-1H-isoindol-2-yl)phenyl]propionic acid